(cyclopropylmethyl)-5-fluoroquinazolin C1(CC1)CC1=NC2=CC=CC(=C2C=N1)F